FC=1C(=C(C=CC1F)C1=C(SC(C1)(C(F)(F)F)C)C(=O)OCC)OC ethyl 3-(3,4-difluoro-2-methoxyphenyl)-5-methyl-5-(trifluoromethyl)-4,5-dihydrothiophene-2-carboxylate